4-hydroxy-2-methyl-2-azabicyclo[3.1.0]hexan-3-one OC1C(N(C2CC12)C)=O